CN(CCC1CO1)C 4-dimethylamino-1,2-epoxybutane